ClC=1N=C(C=2N=CN([C@H]3C[C@H](O)[C@@H](CO[Si](C)(C)C(C)(C)C)O3)C2N1)N 2-chloro-5'-O-tert-butyldimethylsilyl-2'-deoxyadenosine